icosahydropicene C1CCCC2CCC3C4CCC5CCCCC5C4CCC3=C21